(1-(2-((1R,3R,4S)-3-(3-chloroprop-1-en-2-yl)-4-methyl-4-vinylcyclohexyl)allyl)piperidine-4-yl)methanol ClCC(=C)[C@@H]1C[C@@H](CC[C@]1(C=C)C)C(CN1CCC(CC1)CO)=C